N1=C(C=CC=C1)SSCCC(=O)O 3-(pyridin-2-yldisulfaneyl)propanoic acid